C(C1=CC(O)=C(O)C(O)=C1)(=O)OCCCCCCCCCCCC lauryl gallat